FC(C(=O)[O-])(F)F.COC=1C=C(C=CC2=NC(=NC(=C2)C=CC2=CC(=C(C=C2)OC)OC)OCCCCCNC(=[NH2+])N)C=CC1OC 5-(4,6-bis(3,4-dimethoxystyryl)pyrimidin-2-oxy)pentylguanidinium trifluoroacetate